8-(difluoromethyl)-3-[(1S,3R)-3-[[4-(oxetan-3-yloxy)-5-(trifluoromethyl)pyrimidin-2-yl]amino]cyclohexyl]-[1,2,4]triazolo[4,3-a]pyrimidin-7-one FC(N1C=2N(C=CC1=O)C(=NN2)[C@@H]2C[C@@H](CCC2)NC2=NC=C(C(=N2)OC2COC2)C(F)(F)F)F